3-{2-[3-(Trifluoromethyl)phenyl]ethynyl}pyrrolidine-1-carboxylic acid tert-butyl ester C(C)(C)(C)OC(=O)N1CC(CC1)C#CC1=CC(=CC=C1)C(F)(F)F